(S)-1-(1-Acetylpiperidin-3-yl)-3-(2-(4-(cyclobutylmethyl)-3-oxo-3,4-dihydro-2H-benzo[b][1,4]oxazin-7-yl)thiazol-4-yl)urea C(C)(=O)N1C[C@H](CCC1)NC(=O)NC=1N=C(SC1)C=1C=CC2=C(OCC(N2CC2CCC2)=O)C1